C(#N)C1=CC2=C(CN(C[C@H]2C2=C(C=CC=C2)C=2C(=NN(C2)CC)C(F)(F)F)C(/C=C/CN2[C@@H](CCC2)C(=O)O)=O)S1 ((E)-4-((S)-2-cyano-4-(2-(1-ethyl-3-(trifluoromethyl)-1H-pyrazol-4-yl)phenyl)-4,7-dihydrothieno[2,3-c]pyridin-6(5H)-yl)-4-oxobut-2-en-1-yl)proline